4-(2-oxo-2,3-dihydro-1H-benzimidazol-1-yl)piperidine-1-carboxamide Methyl-N-{[6-(4-chlorophenyl)-3-oxo-2-(pyridin-3-yl)-2,3-dihydropyridazin-4-yl]carbonyl}-D-serinate COC([C@H](NC(=O)C=1C(N(N=C(C1)C1=CC=C(C=C1)Cl)C=1C=NC=CC1)=O)CO)=O.O=C1NC2=C(N1C1CCN(CC1)C(=O)N)C=CC=C2